1-amino-3-methylamino-2-propanol NCC(CNC)O